4-(neopentylsulfinyl)benzenesulfonic acid C(C(C)(C)C)S(=O)C1=CC=C(C=C1)S(=O)(=O)O